N1(C=CC2=NC=CC=C21)C[C@@H]2NCCC2 (2R)-2-[pyrrolo[3,2-b]Pyridin-1-ylmethyl]Pyrrolidine